C(C)(C)(C)OC(=O)N[C@H](C)C1=CC(=C(C(=O)OC)C=C1)CO methyl (R)-4-(1-((tert-butoxycarbonyl) amino) ethyl)-2-(hydroxymethyl)-benzoate